2-((cis-4-((5-(1-ethyl-1H-benzo[d][1,2,3]triazol-6-yl)-4-methoxypyrrolo[2,1-f][1,2,4]triazin-2-yl)amino)cyclohexyl)oxy)ethan-1-ol C(C)N1N=NC2=C1C=C(C=C2)C=2C=CN1N=C(N=C(C12)OC)N[C@H]1CC[C@H](CC1)OCCO